(3,5-dimethyl-4-((2a-methyl-2-oxo-1,2,2a,3,4,5-hexahydro-3,5-methanobenzo[cd]indol-6-yl)methyl)phenyl)-3,5-dioxo-2,3,4,5-tetrahydro-1,2,4-triazine-6-carbonitrile CC=1C=C(C=C(C1CC1=C2C=3C(C(NC3C=C1)=O)(C1CC2C1)C)C)N1N=C(C(NC1=O)=O)C#N